tert-butyl ((S)-4-(benzyloxy)-3-oxo-1-((S)-2-oxopyrrolidin-3-yl)butan-2-yl)carbamate C(C1=CC=CC=C1)OCC([C@H](C[C@H]1C(NCC1)=O)NC(OC(C)(C)C)=O)=O